(E)-1-(3-(dimethylamino)-4,5-dimethoxyphenyl)-3-(4-methoxyphenyl)prop-2-en-1-one CN(C=1C=C(C=C(C1OC)OC)C(\C=C\C1=CC=C(C=C1)OC)=O)C